(5S,8R)-N-(3,4-dichlorophenyl)-6,7,8,9-tetrahydro-5H-5,8-epiminocyclohepta[b]pyridine-10-carboxamide ClC=1C=C(C=CC1Cl)NC(=O)N1[C@H]2CC[C@@H]1CC1=NC=CC=C12